C(C)(C)(C)OC(NC1CCN(CC1)C1=C(C=C(C=C1)NC=1N=C(C2=C(N1)SC=C2C)NC2=CC(=CC=C2)C(C)(C)O)OC)=O tert-butyl(1-(4-((4-((3-(2-hydroxypropan-2-yl)phenyl)amino)-5-methylthieno[2,3-d]pyrimidine-2-yl)amino)-2-methoxyphenyl)piperidin-4-yl)carbamate